CN1C(N=C(C(=C1)C(F)(F)F)N)NC=1C(=NN(C1)C1CCC=2N(N=CC21)C)C N1-methyl-N2-(3-methyl-1-(1-methyl-1,4,5,6-tetrahydrocyclopenta[c]pyrazol-4-yl)-1H-pyrazol-4-yl)-5-(trifluoromethyl)pyrimidine-2,4-diamine